N-(2-(hydroxymethyl)cyclohexyl)-3-(1H-imidazol-1-yl)benzamide OCC1C(CCCC1)NC(C1=CC(=CC=C1)N1C=NC=C1)=O